CN(C)P1(C(CCC1C1=CC(=CC(=C1)C)C)C1=CC(=CC(=C1)C)C)=O (dimethylamino)-2,5-bis(3,5-dimethylphenyl)phospholane 1-oxide